[N+](=O)([O-])C1=C(N(OCC)OCC)C(=CC(=C1)C(F)(F)F)[N+](=O)[O-] 2,6-dinitro-N,N-diethoxy-4-trifluoromethylaniline